BrC1=CC(=C(C=C1)Cl)C1CC1 4-bromo-1-chloro-2-cyclopropyl-benzene